BrC=1C(=CC=C2C=CNC12)C#N 7-bromo-1H-indole-6-carbonitrile